C(C1=CC=CC=C1)OC(=O)N[C@@H](CCN(CCCCC1=CC=C2CCCN(C2=N1)C(=O)OC(C)(C)C)CCC(F)F)C(=O)OC (S)-tert-butyl 7-(4-((3-(((benzyloxy)carbonyl)amino)-4-methoxy-4-oxobutyl) (3,3-difluoropropyl)amino) butyl)-3,4-dihydro-1,8-naphthyridine-1(2H)-carboxylate